CC=1C=C(C=CC1C)C(=O)C1=CNC2=CC=C(C=C2C1=O)OC 3-[(3,4-dimethylphenyl)carbonyl]-6-methoxyquinolin-4(1H)-one